C(CC)(=O)OC1=CC=C2C(=CNC2=C1)CCN(CCC)CCC 3-(2-(dipropylamino) ethyl)-1H-indol-6-yl propionate